4-(1H-imidazol-4-yl)-9-methyl-3,4,7,15-tetraazatricyclo[12.3.1.02,6]Octadeca-1(18),2,5,14,16-pentaen-8-one trifluoroacetate salt FC(C(=O)O)(F)F.N1C=NC(=C1)N1N=C2C=3C=CN=C(CCCCC(C(NC2=C1)=O)C)C3